ClC=1C2=C(SC1C(=O)C1=C(C=C(C=C1C)F)C)C=C(C=C2)F (3-chloro-6-fluorobenzo[b]thiophen-2-yl)(4-fluoro-2,6-dimethylphenyl)methanone